7-(5-(1,3,5-trimethyl-1H-pyrazol-4-yl)-1H-pyrrolo[2,3-b]pyridin-3-yl)-3,4-dihydropyrrolo[1,2-a]pyrazin-1(2H)-one CN1N=C(C(=C1C)C=1C=C2C(=NC1)NC=C2C=2C=C1N(CCNC1=O)C2)C